5-(7-methoxy-2-oxo-2,3-dihydro-1H-benzo[d]imidazol-1-yl)-N-methylpyridinecarboxamide COC1=CC=CC2=C1N(C(N2)=O)C=2C=CC(=NC2)C(=O)NC